3-methoxy-N-(5-(pyrimidin-5-yloxy)thiazol-2-yl)cyclobutane-1-carboxamide COC1CC(C1)C(=O)NC=1SC(=CN1)OC=1C=NC=NC1